FC(C=1C=C(C=C(C1)C(F)(F)F)C(C(=O)N(C=1C=NC(=CC1C1=C(C=CC=C1)C)N1CCN(CC1)C)C)(C)C)(F)F 2-[3,5-bis(trifluoromethyl)phenyl]-N,2-dimethyl-N-[4-(2-methylphenyl)-6-(4-methylpiperazin-1-yl)pyridine-3-yl]propanamide